C(C)(=O)OC1=C(C=CC=C1C)C (2,6-dimethylphenol) acetate